CNS(=O)(=O)C1=CC=C(C=C1)OC N-methyl-4-methoxybenzenesulfonamide